ClC=1C=C2C(C(=CN(C2=CC1N1[C@@H](C[C@@H](C1)F)CO)C1=NC=CN=C1)C(=O)OCC)=O ethyl 6-chloro-7-[(2S,4S)-4-fluoro-2-(hydroxy methyl) pyrrolidin-1-yl]-4-oxo-1-(pyrazin-2-yl)-1,4-dihydroquinoline-3-carboxylate